O1C(CCCC1)O[C@@H]1[C@@H](CCC1)C=1N=C(N2C1C=CC=C2)C(=O)N ((1S,2S)-2-((tetrahydro-2H-pyran-2-yl)oxy)cyclopentyl)imidazo[1,5-a]pyridine-3-carboxamide